The molecule is a carbocyclic fatty acid that is undecanoic acid substituted by a cyclopentyl group at position 11. It has a role as a metabolite. C1CCC(C1)CCCCCCCCCC(=O)O